3-(7-(4-(2-(2,6-dioxopiperidin-3-yl)-1-oxoisoindolin-4-yl)piperidin-1-yl)heptyl)-4-((1-hydroxy-1,3-dihydrobenzo[c][1,2]oxaborol-5-yl)oxy)benzonitrile O=C1NC(CCC1N1C(C2=CC=CC(=C2C1)C1CCN(CC1)CCCCCCCC=1C=C(C#N)C=CC1OC1=CC2=C(B(OC2)O)C=C1)=O)=O